trioctyl-amine caproate C(CCCCC)(=O)O.C(CCCCCCC)N(CCCCCCCC)CCCCCCCC